FC1=C(C(=C(C2=C1C=C(O2)C)OC)CCNC2=CC=NC=N2)F 6-[2-(4,5-Difluoro-7-methoxy-2-methyl-benzofuran-6-yl)-ethylamino]-pyrimidin